5-[(S)-1-Amino-1-(4-fluoro-phenyl)-ethyl]-pyrimidin N[C@@](C)(C1=CC=C(C=C1)F)C=1C=NC=NC1